C(C)C1=C(N=CC=N1)OC(C)C 6-ethyl-5-isopropoxy-pyrazine